ClC1=NC(=NC(=C1)C(C1=CC=CC=C1)(F)F)C1=NC=CC=C1 4-chloro-6-(difluoro(phenyl)methyl)-2-(pyridin-2-yl)pyrimidine